2-fluoro-4-(4-methyltriazol-1-yl)benzoic acid FC1=C(C(=O)O)C=CC(=C1)N1N=NC(=C1)C